COC1=CC=C(C=C1)CN1C(=NN=C1C)C1=CC=C(N)C=C1 4-{4-[(4-methoxyphenyl)methyl]-5-methyl-4H-1,2,4-triazol-3-yl}aniline